para-aminophenethylamine NC1=CC=C(CCN)C=C1